N-[(R)-3-decanoyloxytetradecanoyl]-O-[2,3-di-[(R)-3-decanoyloxytetradecanoylamino]-2,3-dideoxy-4-O-phosphono-β-D-allopyranosyl]-L-serine methyl ester COC([C@@H](NC(C[C@@H](CCCCCCCCCCC)OC(CCCCCCCCC)=O)=O)CO[C@H]1[C@@H]([C@@H]([C@H](OP(=O)(O)O)[C@H](O1)CO)NC(C[C@@H](CCCCCCCCCCC)OC(CCCCCCCCC)=O)=O)NC(C[C@@H](CCCCCCCCCCC)OC(CCCCCCCCC)=O)=O)=O